1,1-dimethylethyl (6-bromo-1-benzothien-2-yl)carbamate BrC1=CC2=C(C=C(S2)NC(OC(C)(C)C)=O)C=C1